5,10,15,20-tetra(4-carboxymethoxyphenyl)-21H,23H-porphine C(=O)(O)COC1=CC=C(C=C1)C=1C2=CC=C(N2)C(=C2C=CC(C(=C3C=CC(=C(C=4C=CC1N4)C4=CC=C(C=C4)OCC(=O)O)N3)C3=CC=C(C=C3)OCC(=O)O)=N2)C2=CC=C(C=C2)OCC(=O)O